4-(((((9H-fluoren-9-yl)methoxy)carbonyl)(4-aminobenzyl)amino)phenyl)pyrrolidine-1-carboxylate C1=CC=CC=2C3=CC=CC=C3C(C12)COC(=O)N(CC1=CC=C(C=C1)N)C1=C(C=CC=C1)C1CCN(C1)C(=O)[O-]